ClC=1C(=NC=C(C1[C@@H](C)OC=1C=C2C(=NNC2=CC1)C=1C=NC(=C(C1)C)O[C@@H]1COCC1)Cl)C 5-[(1R)-1-(3,5-dichloro-2-methyl-4-pyridyl)ethoxy]-3-[5-methyl-6-[(3S)-tetrahydrofuran-3-yl]oxy-3-pyridyl]-1H-indazole